OC1=C(C=C(C=C1[N+](=O)[O-])C(C)(C)C)[N+](=O)[O-] 2-hydroxy-5-tert-butyl-1,3-dinitrobenzene